OC1=C(C=CC(=C1)OC)C(\C=C\C1=CC(=C(C=C1)CN1CCOCC1)OCC1=CC=CC=C1)=O (E)-1-(2-Hydroxy-4-methoxyphenyl)-3-[4-(morpholin-4-ylmethyl)-3-phenylmethoxyphenyl]prop-2-en-1-one